4,4-Difluoro-2-(5-fluoropyridin-2-yl)-5,6-dihydro-4H-pyrrolo[1,2-b]pyrazol FC1(CCN2N=C(C=C21)C2=NC=C(C=C2)F)F